C1(=CC=CC=C1)N1N=CC(=C1)CN1CCC2(CC1)OC(C1=CC=C(C=C12)C=C)C(=O)N 1'-[(1-phenylpyrazol-4-yl)methyl]-5-vinyl-spiro[1H-isobenzofuran-3,4'-piperidine]-1-carboxamide